6-chloro-N-((2-morpholinopyridin-3-yl)methyl)pyridazine-4-carboxamide ClC1=CC(=CN=N1)C(=O)NCC=1C(=NC=CC1)N1CCOCC1